(+-)-2-(2-nitro-2-propyl)-1-phenyl-1-pentanone [N+](=O)([O-])C(C)(C)[C@H](C(=O)C1=CC=CC=C1)CCC |r|